N,6-dimethyl-5-(4-((5-(2-oxobutanamido)thiophen-3-yl)methyl)piperazin-1-yl)picolinamide CNC(C1=NC(=C(C=C1)N1CCN(CC1)CC1=CSC(=C1)NC(C(CC)=O)=O)C)=O